C(C)N1C(=C(C(C=C1C)=O)O)CNS(=O)(=O)C1=CC=C(C=C1)OC N-((1-ethyl-3-hydroxy-6-methyl-4-oxo-1,4-dihydropyridin-2-yl)methyl)-4-methoxybenzenesulfonamide